Cl.Cl.CN(C)CC1(CCNCC1)O 4-[(dimethylamino)methyl]Piperidin-4-ol dihydrochloride